C(C)C1=NN(C2=C1C(NCC1(CCOCC1)C2)=O)CC(COC(C2=CC=C(C=C2)C(N)=O)=O)(C)C 4-carbamoyl-benzoic acid [3-(3-ethyl-4-oxo-spiro[6,8-dihydro-5H-pyrazolo[4,3-c]azepin-7,4'-tetrahydropyran]-1-yl)-2,2-dimethyl-propyl] ester